4-(2,4-dichloro-5-methoxyanilino)-6-methoxy-7-[3-(4-methylpiperazin-1-yl)propoxy]quinoline-3-carbonitrile ClC1=C(NC2=C(C=NC3=CC(=C(C=C23)OC)OCCCN2CCN(CC2)C)C#N)C=C(C(=C1)Cl)OC